C(C)(C)OC1=NC=C(C=N1)N1N=C(C=C1C)N1CCN(CC1)C(=O)OC(C)(C)C tert-butyl 4-[1-(2-isopropoxypyrimidin-5-yl)-5-methyl-pyrazol-3-yl]piperazine-1-carboxylate